4-cyclopropyl-3-(N-(4-fluoro-5-(isothiazol-5-yl)-2-(pyridin-2-yl)phenyl)sulfamoyl)benzoic acid C1(CC1)C1=C(C=C(C(=O)O)C=C1)S(NC1=C(C=C(C(=C1)C1=CC=NS1)F)C1=NC=CC=C1)(=O)=O